(tert-butyl 4-(oxo) adamantan-1-yl) carbamate C(N)(OC12C(C3C(C(CC(C1)C3)C2)=O)C(C)(C)C)=O